[Ca].[Mn].[Ba].[Si] silicon barium manganese calcium